cholesta-8(9),24-dien-3-one CC(C)=CCC[C@@H](C)[C@H]1CC[C@H]2C=3CCC4CC(CC[C@]4(C)C3CC[C@]12C)=O